OC1=CC=C(C=C1)NS(=O)(=O)C1=NC=CC(=C1)NC(=O)C=1C=CC=C2C=CC(OC12)=O N-(2-(N-(4-hydroxyphenyl)amino-sulfonyl)-pyridin-4-yl)-2-oxo-2H-chromene-8-amide